Octadecanoic acid, 2-methylpropyl ester C(CCCCCCCCCCCCCCCCC)(=O)OCC(C)C